N-((3-fluoropyridin-2-yl)methyl)-2-(2-((2-(5-(3-methoxyphenyl)-5H-[1,3]dioxolo[4',5':4,5]benzo[1,2-d]imidazol-6-yl)ethyl)amino)ethyl)oxazole-4-carboxamide FC=1C(=NC=CC1)CNC(=O)C=1N=C(OC1)CCNCCC=1N(C2=C(N1)C=C1C(=C2)OCO1)C1=CC(=CC=C1)OC